O=C1NC(CCC1N1C(C2=CC=CC(=C2C1)CCCOCCOCCNC(OC(C)(C)C)=O)=O)=O tert-butyl (2-(2-(3-(2-(2,6-dioxopiperidin-3-yl)-1-oxoisoindolin-4-yl)propoxy)ethoxy)ethyl)carbamate